Methyl-1-{[(4-chloro-2,6-dimethylphenyl)acetyl] amino}-4,4-dimethoxycyclohexancarboxylat COC(=O)C1(CCC(CC1)(OC)OC)NC(CC1=C(C=C(C=C1C)Cl)C)=O